1-tert-Butyl 3-Ethyl 4-(4-Methoxyphenyl)-1H-pyrrole-1,3(2H,5H)-dicarboxylate COC1=CC=C(C=C1)C1=C(CN(C1)C(=O)OC(C)(C)C)C(=O)OCC